O[C@@H](CC(=O)N1CC2(CC2)C[C@H]1C(=O)N[C@@H](C[C@H]1C(NCC1)=O)C(COC(F)(F)F)=O)C(C)C (S)-5-((S)-3-hydroxy-4-methylpentanoyl)-N-((S)-3-oxo-1-((S)-2-oxopyrrolidin-3-yl)-4-(trifluoromethoxy)butan-2-yl)-5-azaspiro[2.4]heptane-6-carboxamide